COC(=O)[C@@H]([C@H]1CCCCN1)C2=CC=CC=C2 The molecule is a methyl phenyl(piperidin-2-yl)acetate in which both stereocentres have R configuration. It is the active enantiomer in the racemic drug methylphenidate. It has a role as an adrenergic agent. It is an enantiomer of a methyl (S)-phenyl[(S)-piperidin-2-yl]acetate.